COC1=C(COC2=CC=CC(=N2)C2=CC(=C(CN3N(C4=CC(=CC=C4C3=O)C(=O)O)CC3OCC3)C=C2F)F)C=CC(=C1)C#N 2-(4-(6-(2-methoxy-4-cyanobenzyloxy)pyridin-2-yl)-2,5-difluorobenzyl)-1-((oxetan-2-yl)methyl)-3-oxo-2,3-dihydro-1H-indazole-6-carboxylic acid